C(=C\C1=CC=CC=C1)/C(CC(=O)OCC)CC(=O)OCC (E)-diethyl 3-styrylpentanedioate